N-(5-chloro-1H-indol-3-yl)-1-methyl-5-(trifluoromethyl)-1H-benzo[d]imidazole-2-amine ClC=1C=C2C(=CNC2=CC1)NC1=NC2=C(N1C)C=CC(=C2)C(F)(F)F